4-(5-(3,5-dimethylisoxazol-4-yl)-1-(1-(pyridin-2-yl)ethyl)-1H-pyrrolo[2,3-b]pyridin-3-yl)benzoic acid CC1=NOC(=C1C=1C=C2C(=NC1)N(C=C2C2=CC=C(C(=O)O)C=C2)C(C)C2=NC=CC=C2)C